3-[3-tertiary butyl-5-(5-chlorobenzothiazole-2-yl)-4-hydroxyphenyl]-2-methyl-acrylic acid propyl ester C(CC)OC(C(=CC1=CC(=C(C(=C1)C=1SC2=C(N1)C=C(C=C2)Cl)O)C(C)(C)C)C)=O